4-(4-amino-3-(4-(4-(trifluoromethyl)phenoxy)phenyl)-1H-pyrazolo[3,4-d]pyrimidin-1-yl)-[1,4'-bipiperidine]-1'-carboxylic acid tert-butyl ester C(C)(C)(C)OC(=O)N1CCC(CC1)N1CCC(CC1)N1N=C(C=2C1=NC=NC2N)C2=CC=C(C=C2)OC2=CC=C(C=C2)C(F)(F)F